C1=C(C=CC2=CC=CC=C12)[C@@]12CNC[C@H]2C1 (1R,5S)-(-)-1-(naphthalen-2-yl)-3-azabicyclo[3.1.0]hexane